Cl.N1=CN=C2NC=NC2=C1N1CCSC(=C1)C(=O)N1C[C@](CCC1)(C)N (R)-(4-(9H-purin-6-yl)-3,4-dihydro-2H-1,4-thiazin-6-yl)(3-amino-3-methylpiperidin-1-yl)methanone hydrochloride